p-hydroxybenzoic acid (p-hydroxybenzoate) OC1=CC=C(C(=O)O)C=C1.OC1=CC=C(C(=O)O)C=C1